C(C)OC(=O)N(NC(=O)OCC)C1(C=C(C(C=C1)=O)Br)C 1-(3-bromo-1-methyl-4-oxocyclohexa-2,5-dien-1-yl)hydrazine-1,2-dicarboxylic acid diethyl ester